N(=C=O)CC(CCC(CC)N=C=O)(C)C 1,5-diisocyanato-2,2-dimethylheptane